COC1=C(C=CC=C1)C1=CC=2N(C=C1C(=O)OCC)C=CN2 ethyl 7-(2-methoxyphenyl)imidazo[1,2-a]pyridine-6-carboxylate